FC(CNS(=O)(=O)C1=C(NC2=C(C=NC3=CC=C(C=C23)OC(F)(F)F)C(=O)OCC)C=CC=C1)(F)F ethyl 4-[2-(2,2,2-trifluoroethylsulfamoyl)anilino]-6-(trifluoromethoxy)quinoline-3-carboxylate